C(#N)[C@H]1N(CSC1)C(CNC(=O)C1=CC=NC2=CC=C(C=C12)N1C[C@H](CC1)F)=O N-(2-((R)-4-Cyanothiazolidin-3-yl)-2-oxoethyl)-6-((S)-3-fluoropyrrolidin-1-yl)quinoline-4-carboxamide